(3-bromo-2-fluorophenyl)-2,2-difluoroethan-1-ol BrC=1C(=C(C=CC1)C(C(F)F)O)F